(6Ar)-9-methyl-6-methylidene-3-[(E)-pent-1-enyl]-6a,7,8,10a-tetrahydrobenzo[c]chromen-1-ol CC1=CC2[C@H](C(OC=3C=C(C=C(C23)O)\C=C\CCC)=C)CC1